3-(N,N-dimethylaminopropyl)-aminopropyl-methyl-dimethoxysilane CN(C)CCCC(CC[Si](OC)(OC)C)N